18-hydroxy-eicosapentaenoic acid OC(CCCCCCC=CC=CC=CC=CC=CC(=O)O)CC